N-[4-(2,2'-binaphthyl-6-yl)phenyl]biphenyl-4-amine C1=C(C=CC2=CC(=CC=C12)C1=CC=C(C=C1)NC1=CC=C(C=C1)C1=CC=CC=C1)C1=CC2=CC=CC=C2C=C1